6,9,12-octadecatrien-1-ol C(CCCCC=CCC=CCC=CCCCCC)O